C1(CCCCC1)C1=CC=C(C=C1)N1C(N=CC2=C1CN(C2)C(C)C)N2CCOCC2 N-(4-cyclohexylphenyl)-2-(morpholin-4-yl)-6-(propan-2-yl)-6,7-dihydro-5H-pyrrolo[3,4-d]pyrimidin